1-[3-(cyanomethyl)-1-[2-[[1-[2-(4-methylpiperazin-1-yl)-2-oxo-ethyl]pyrazol-4-yl]amino]-[1,2,4]triazolo[1,5-a]pyridin-8-yl]azetidin-3-yl]pyrazole-4-carbonitrile C(#N)CC1(CN(C1)C=1C=2N(C=CC1)N=C(N2)NC=2C=NN(C2)CC(=O)N2CCN(CC2)C)N2N=CC(=C2)C#N